trans-6-((benzyloxy)methyl)-3-methyltetrahydro-2H-pyran-3-ol C(C1=CC=CC=C1)OC[C@@H]1CC[C@](CO1)(O)C